tert-butyl (5-hydroxypentan-2-yl)(4-methoxybenzyl)carbamate OCCCC(C)N(C(OC(C)(C)C)=O)CC1=CC=C(C=C1)OC